3-[4-[3-(3,8-Diazabicyclo[3.2.1]oct-8-yl)prop-1-ynyl]-3-methyl-2-oxo-benzoimidazol-1-yl]piperidine-2,6-dione C12CNCC(CC1)N2CC#CC2=CC=CC=1N(C(N(C12)C)=O)C1C(NC(CC1)=O)=O